n-pentylamine-d C(CCCC)N[2H]